OC1(CCCCC1)C(=O)O 1-HYDROXY-CYCLOHEXANECARBOXYLIC ACID